BrC1=C(C(C(=C(C1=O)Br)Br)=O)Br tetrabromo-1,4-benzoquinone